S1CC(C2C1=CC=C2)=O cyclopenta[d]thiophen-3-one